6-butyl-3-[3-(2-chlorophenyl)pyrrolidine-1-carbonyl]-5-(2,6-dimethoxyphenyl)pyridine-2,4-diol C(CCC)C1=C(C(=C(C(=N1)O)C(=O)N1CC(CC1)C1=C(C=CC=C1)Cl)O)C1=C(C=CC=C1OC)OC